ClC1=CC=C2C(=N1)C(=CN2)NC2=NC1=C(N2C)C=C(C=C1)OC1=CC=C(C#N)C=C1 4-({2-[(5-chloro-1H-pyrrolo[3,2-b]pyridin-3-yl)amino]-1-methyl-1H-benzo[d]imidazol-6-yl}Oxy)benzonitrile